tert-butyl 4-(3-methyl-6-(tetrahydro-2H-pyran-4-yl)-5-(((p-tolyloxy) carbonyl) amino) pyridin-2-yl)-1H-pyrazole-1-carboxylate CC=1C(=NC(=C(C1)NC(=O)OC1=CC=C(C=C1)C)C1CCOCC1)C=1C=NN(C1)C(=O)OC(C)(C)C